methacrylic acid-styrene-maleic anhydride C(=CC1=CC=CC=C1)/C(=C/C(=O)OC(C(=C)C)=O)/C(=O)O